C1(CC1)OC1=C(C=CC(=C1)F)C(=O)N1CC2(C1)CC(C2)N2N=C(C(=C2)C)C2=C(C=CC=C2)C (2-cyclopropoxy-4-fluorophenyl){6-[4-methyl-3-(o-tolyl)-1-pyrazolyl]-2-aza-2-spiro[3.3]heptyl}methanone